3-(2-(4-(((tert-butoxycarbonyl)amino)methyl)benzamido)ethoxy)propanoic acid C(C)(C)(C)OC(=O)NCC1=CC=C(C(=O)NCCOCCC(=O)O)C=C1